benzene-1,3-disulfonate C1(=CC(=CC=C1)S(=O)(=O)[O-])S(=O)(=O)[O-]